tert-Butyl ((S)-(7-((5R,8S)-5-(1-cyanocyclopropyl)-3-oxo-1-phenyl-2,10-dioxa-4,7-diazaundecan-8-yl)imidazo[1,2-b]pyridazin-2-yl)(4,4-difluorocyclohexyl)methyl)carbamate C(#N)C1(CC1)[C@@H](NC(OCC1=CC=CC=C1)=O)CN[C@H](COC)C1=CC=2N(N=C1)C=C(N2)[C@H](C2CCC(CC2)(F)F)NC(OC(C)(C)C)=O